4-(((tert-butyldimethylsilyl)oxy)methyl)-2-fluorobenzaldehyde [Si](C)(C)(C(C)(C)C)OCC1=CC(=C(C=O)C=C1)F